2-methyl-5-(3,4-dichlorophenyl)-N-(3-(2-oxopropyl)-1,2,4-thiadiazol-5-yl)furan-3-carboxamide CC=1OC(=CC1C(=O)NC1=NC(=NS1)CC(C)=O)C1=CC(=C(C=C1)Cl)Cl